Methyl (3S)-1-[5-(1-ethoxyethenyl)-4-fluoropyridin-2-yl]pyrrolidine-3-carboxylate C(C)OC(=C)C=1C(=CC(=NC1)N1C[C@H](CC1)C(=O)OC)F